2-(3-(2-(4-((4-fluoro-3-methylphenyl)carbamoyl)-1,3,5-trimethyl-1H-pyrrol-2-yl)-2-oxoacetamido)piperidin-1-yl)acetic acid FC1=C(C=C(C=C1)NC(=O)C=1C(=C(N(C1C)C)C(C(=O)NC1CN(CCC1)CC(=O)O)=O)C)C